4-(dipropylamino)butyllithium C(CC)N(CCCC[Li])CCC